ClC1=CC2=C(C=N1)C=CN2 6-chloro-1H-pyrrolo[3,2-C]pyridine